6-Chloro-3-[[(1R)-1-[3,6-dimethyl-4-oxo-2-(1-tetrahydropyran-4-ylpyrazol-4-yl)chromen-8-yl]ethyl]amino]-N-methylsulfonyl-pyridine-2-carboxamide ClC1=CC=C(C(=N1)C(=O)NS(=O)(=O)C)N[C@H](C)C=1C=C(C=C2C(C(=C(OC12)C=1C=NN(C1)C1CCOCC1)C)=O)C